COC(C1=C(N=C(C=C1C(=C)OCC)Br)NC([2H])([2H])[2H])=O 6-bromo-4-(1-ethoxyvinyl)-2-((methyl-d3)amino)nicotinic acid methyl ester